C(=O)([O-])[C@H](O)[C@@H](O)C(=O)O.[Na+] mono-sodium L-tartrate